(±)-N-(4-chlorophenyl)-6-(6-fluoroquinolin-4-yl)spiro[3.3]heptane-2-carboxamide ClC1=CC=C(C=C1)NC(=O)C1CC2(C1)CC(C2)C2=CC=NC1=CC=C(C=C21)F